8-(oxetan-3-yl)-5,8-diazaspiro[3.5]nonane trifluoroacetate salt FC(C(=O)O)(F)F.O1CC(C1)N1CCNC2(CCC2)C1